OC1=CC=CC2=C1OC1(CCSCC1)O2 7-hydroxy-spiro[1,3-benzodioxole-2,4'-tetrahydrothiopyran]